BrC=1C=NC=C(C=O)C1Cl 5-bromo-4-chloronicotinaldehyde